O-(3,6-dioxaoctanyl)-galactopyranose C(COCCOCC)OC1[C@H](O)[C@@H](O)[C@@H](O)[C@H](O1)CO